OC1=CC(=CC(=C1C1C(CCC(=C1)C)C(=C)C)OP(=O)(NC)CCC(=O)OCC)CCCCC ethyl 3-(((6-hydroxy-5'-methyl-4-pentyl-2'-(prop-1-en-2-yl)-1',2',3',4'-tetrahydro-[1,1'-biphenyl]-2-yl)oxy)(methylamino)phosphoryl)propanoate